(1S,2S)-trans-2-(4-chlorophenoxy)cyclohexanol ClC1=CC=C(O[C@@H]2[C@H](CCCC2)O)C=C1